C(C)(C)(C)OC(=O)N1CCC(=CC1)C#C 4-ethynyl-3,6-dihydropyridine-1(2H)-carboxylic acid tert-butyl ester